1-((3-chloro-2-fluoro-4-hydroxy-6-methoxybenzyl)amino)cyclobutane-1-carboxylic acid methyl ester COC(=O)C1(CCC1)NCC1=C(C(=C(C=C1OC)O)Cl)F